C(C)(C)(C)OC(=O)N1CC(C1)(C)N1C=C2C(=NN(C(C2=CC1=O)=O)C)N[C@H](C)C1=C(C(=CC=C1)C(F)F)F (R)-tert-butyl-3-(4-((1-(3-(difluoromethyl)-2-fluorophenyl)ethyl)amino)-2-methyl-1,7-dioxo-1,2-dihydropyrido[3,4-d]pyridazin-6(7H)-yl)-3-methylazetidine-1-carboxylate